benzoic acid 3,4,5-trihydroxy-dodecyl ester OC(CCOC(C1=CC=CC=C1)=O)C(C(CCCCCCC)O)O